N1C=C(C2=NC=CC=C21)\C=C/2\C(N(C(O2)=O)CC)=O (Z)-5-((1H-pyrrolo[3,2-b]pyridin-3-yl)methylene)-3-ethyloxazolidine-2,4-dione